2-{5-[2-(dimethylamino)ethoxy]-1-benzofuran-2-yl}-3-(methylamino)imidazo[1,2-a]pyridine-7-carbonitrile CN(CCOC=1C=CC2=C(C=C(O2)C=2N=C3N(C=CC(=C3)C#N)C2NC)C1)C